3-(6-oxo-1'-(3-((pyridin-2-yloxy)methyl)benzyl)-6,8-dihydro-2H,7H-spiro[furo[2,3-e]isoindole-3,4'-piperidin]-7-yl)piperidine-2,6-dione O=C1N(CC2=C3C(=CC=C12)C1(CCN(CC1)CC1=CC(=CC=C1)COC1=NC=CC=C1)CO3)C3C(NC(CC3)=O)=O